NC1=NC=2C=C(C(=CC2C2=C1COC2)C(=O)N(C)CC2=NC=C(C=C2F)C(F)(F)F)F 4-amino-7-fluoro-N-((3-fluoro-5-(trifluoromethyl)-2-pyridinyl)methyl)-N-methyl-1,3-dihydrofuro[3,4-c]quinoline-8-carboxamide